[As](Cl)(Cl)Cl Arsenic, Chloride